9-(3-fluorophenyl)-3,4-dihydropyrido[2,1-c][1,2,4]thiadiazine 2,2-dioxide FC=1C=C(C=CC1)C1=CC=CN2C1=NS(CC2)(=O)=O